tert-butyl (S)-3-((4-(6-morpholinyl-1H-pyrrolo[2,3-b]pyridin-3-yl)-5-(trifluoromethyl)pyrimidin-2-yl)amino)piperidine-1-carboxylate N1(CCOCC1)C1=CC=C2C(=N1)NC=C2C2=NC(=NC=C2C(F)(F)F)N[C@@H]2CN(CCC2)C(=O)OC(C)(C)C